BrC1=CC=C(OC2=C(N=NN2COCC[Si](C)(C)C)C(=O)OC)C=C1 methyl 5-(4-bromophenoxy)-1-((2-(trimethylsilyl) ethoxy) methyl)-1H-1,2,3-triazole-4-carboxylate